C(C)(C)(C)[C@@H]1CC=2C=C3C(=NC2CC1)SC(=C3)C(=O)N[C@H](CCN3CC(CCC3)O)C3=CC=CC=C3 (6S)-6-tert-butyl-N-[(1R)-3-(3-hydroxypiperidin-1-yl)-1-phenylpropyl]-5,6,7,8-tetrahydrothieno[2,3-b]quinoline-2-carboxamide